CC1=CC=C(C(N1)=O)C#N 6-methyl-2-oxo-1,2-dihydropyridine-3-carbonitrile